NC(=NS(=O)(=O)C1=CC=C(C=C1)C)C1=CC=C(C=C1)C1=CC=CC=C1 N-[amino(4-biphenylyl)methylene]-4-(methyl)benzenesulfonamide